FC=1C=C(C=CC1F)[C@H]1[C@@H](C1)NC=1C2=C(N=C(N1)C#N)SC(=C2)C 4-(((1R,2S)-2-(3,4-difluorophenyl)cyclopropyl)amino)-6-methylthieno[2,3-d]pyrimidine-2-carbonitrile